O=C1C(=CN=C2N1[C@@H](CC2)C(=O)OC(C)(C)C)NC(C)C=2C=C(C=CC2)C tert-butyl (6S)-4-oxo-3-((1-(m-tolyl)ethyl)amino)-4,6,7,8-tetrahydropyrrolo[1,2-a]pyrimidine-6-carboxylate